3-vinylcarbazole C(=C)C=1C=CC=2NC3=CC=CC=C3C2C1